2-(2'-hydroxy-4-hydroxyphenyl)benzotriazole OC1=C(C=CC(=C1)O)N1N=C2C(=N1)C=CC=C2